4-amino-3-[6-(2-chlorophenyl)pyridin-3-ylazo]naphthalene-1-sulfonic acid NC1=C(C=C(C2=CC=CC=C12)S(=O)(=O)O)N=NC=1C=NC(=CC1)C1=C(C=CC=C1)Cl